3,3-dicyclopropyl-N-[4-(3,5-dimethyl-1H-pyrazol-4-yl)phenyl]-2-[5-(2-methoxyphenyl)-4H-1,2,4-triazol-3-yl]propanamide C1(CC1)C(C(C(=O)NC1=CC=C(C=C1)C=1C(=NNC1C)C)C1=NN=C(N1)C1=C(C=CC=C1)OC)C1CC1